2-(3-(benzyloxy)-2-(1,3-dioxolan-2-yl)phenyl)-5-methylthiazole-4-carboxylic acid C(C1=CC=CC=C1)OC=1C(=C(C=CC1)C=1SC(=C(N1)C(=O)O)C)C1OCCO1